ClC=1C=C2C(=CC(=NC2=CC1)C(F)(F)F)N[C@@H]1C[C@@H](CCC1)N (1S,3R)-N1-[6-chloro-2-(trifluoromethyl)-4-quinolyl]cyclohexane-1,3-diamine